(R)-2-(4-cyclopropyl-6-methoxypyrimidin-5-yl)-4-(1-(3-fluoro-4-(1-isopropyl-4-(trifluoromethyl)-1H-imidazol-2-yl)phenyl)ethyl)-6,7-dihydro-[1,2,4]triazolo[1,5-a]pyrimidin-5(4H)-one C1(CC1)C1=NC=NC(=C1C1=NN2C(N(C(CC2)=O)[C@H](C)C2=CC(=C(C=C2)C=2N(C=C(N2)C(F)(F)F)C(C)C)F)=N1)OC